(R)-N-(1-(2-fluoro-3-(trifluoromethyl)phenyl)ethyl)-7-methoxy-2-methyl-6-(1-(tetrahydro-2H-pyran-4-yl)piperidin-4-yl)pyrido[2,3-d]pyrimidin-4-amine FC1=C(C=CC=C1C(F)(F)F)[C@@H](C)NC=1C2=C(N=C(N1)C)N=C(C(=C2)C2CCN(CC2)C2CCOCC2)OC